C1CCC2=NC=3C(=CC=CC3C=C21)C=2C(=NC(=CC2)CC)N (2,3-dihydro-1H-cyclopenta[b]quinolin-5-yl)-6-ethylpyridin-2-amine